FC1(CN(CCC1)C[C@H](C(C)C)N(C(C1=CC(=C(C=C1)C)OC)=O)C)F (S)-N-(1-(3,3-Difluoropiperidin-1-yl)-3-methylbutan-2-yl)-3-methoxy-N,4-dimethylbenzamide